(S)-3-amino-2-cyclohexylpropionic acid NC[C@@H](C(=O)O)C1CCCCC1